2,2-difluoro-3H-1,4-benzodioxine-6-carbaldehyde FC1(COC2=C(O1)C=CC(=C2)C=O)F